1-Benzyl-pyrrolidine-3-carboxylic acid C(C1=CC=CC=C1)N1CC(CC1)C(=O)O